CC=1C(=CC=2C(CCC(C2C1)(C)C)(C)C)C1(CC1)C1=NC=C(C=C1)C(=O)O 2-[1-(3,5,5,8,8-pentamethyl-5,6,7,8-tetrahydro-2-naphthyl)cyclopropyl]pyridine-5-carboxylic acid